NC1=C2N=CN(C2=NC(=N1)Cl)[C@H]1[C@H]([C@@H]([C@H](O1)COC(=O)OCC)O)F (2R,3R,4S,5R)-5-(6-Amino-2-chloropurin-9-yl)-2-(ethoxycarbonyloxymethyl)-4-fluoro-oxolan-3-ol